NC=1C=C(C=NC1)[C@@H]1N([C@H](CC1)C)C(=O)OC(C)(C)C tert-butyl (2R,5S)-2-(5-aminopyridin-3-yl)-5-methylpyrrolidine-1-carboxylate